1,7-dimethyl-heptane CCCCCCCCC